ClC=1N=C(C=2N=C(N(C(C2N1)=O)C)C)C12CC(C1)(C2)C(F)(F)F 6-chloro-2,3-dimethyl-8-(3-(trifluoromethyl)bicyclo[1.1.1]pent-1-yl)pyrimido[5,4-d]pyrimidin-4(3H)-one